[OH-].[Li+].CC1CCC(N(C1)C(C(=O)O)=O)C1=CC=CC=C1 2-(5-Methyl-2-phenyl-1-piperidyl)-2-oxo-acetic acid Lithium hydroxide